ClC1=CC(=C(C=C1SCC(F)(F)F)N1C(C2=CC=CC=C2C1)=O)F 2-(4-chloro-2-fluoro-5-((2,2,2-trifluoroethyl)thio)phenyl)isoindol-1-one